4-(6-(benzyloxy)-2-phenyl-3,4-dihydronaphthalen-1-yl)phenyl-1,1,2,2,3,3,4,4,4-nonafluorobutane C(C1=CC=CC=C1)OC=1C=C2CCC(=C(C2=CC1)C1=CC=C(C=C1)C(C(C(C(F)(F)F)(F)F)(F)F)(F)F)C1=CC=CC=C1